ClC1=C(C=CC=C1F)NC(C1=C(C=C(C(=C1)F)N1N=C2N(CCCC2)C1=O)O[C@H](C(F)(F)F)C)=O N-(2-chloro-3-fluorophenyl)-5-fluoro-4-(3-oxo-5,6,7,8-tetrahydro[1,2,4]triazolo[4,3-a]pyridin-2(3H)-yl)-2-{[(2S)-1,1,1-trifluoropropan-2-yl]oxy}benzamide